(S)-(cis)-Ethyl 4-(3-fluoro-2-methylphenyl)-6-((hexahydropyrrolo[3,4-b][1,4]oxazin-4(4aH)-yl)methyl)-2-(thiazol-2-yl)-1,4-dihydropyrimidine-5-carboxylate FC=1C(=C(C=CC1)[C@@H]1N=C(NC(=C1C(=O)OCC)CN1[C@H]2[C@@H](OCC1)CNC2)C=2SC=CN2)C